NC=1CC(=CC=2C(N1)=CSC2)C(=O)N(CCC)CCC 2-amino-N,N-dipropyl-3H-thieno[3,4-b]azepine-4-carboxamide